NC1=C(C=C(N=N1)C1=C(C=CC=C1)O)N1CC2CCC(C1)N2C2=CC(=NC=C2)C#CCN2CC1CCCC(C2)O1 2-[6-amino-5-[8-[2-[3-(9-oxa-3-azabicyclo[3.3.1]nonan-3-yl)prop-1-ynyl]-4-pyridyl]-3,8-diazabicyclo[3.2.1]octan-3-yl]pyridazin-3-yl]phenol